COC(=O)C1(CC1)C(NC(NC(=O)OC(C)(C)C)=O)=O 1-((N-(tert-butyloxycarbonyl)carbamoyl)carbamoyl)cyclopropane-1-carboxylic acid methyl ester